(2S,4R)-4-hydroxy-1-[(2S)-2-(4-indan-5-yltriazol-1-yl)-3,3-dimethyl-butanoyl]-N-methyl-pyrrolidine-2-carboxamide O[C@@H]1C[C@H](N(C1)C([C@H](C(C)(C)C)N1N=NC(=C1)C=1C=C2CCCC2=CC1)=O)C(=O)NC